C(C)(C)(C)OC(CC[C@@H](C(N)=O)N1CC2=CC=C(C=C2C1=O)C1CCN(CC1)CCC(=O)O)=O 3-[4-[2-[(1S)-4-tert-butoxy-1-carbamoyl-4-oxo-butyl]-3-oxo-isoindolin-5-yl]-1-piperidyl]propanoic acid